NC1=NNC2=CC=CC(=C12)C1=CC(=C(C=C1)NS(=O)(=O)CC)OCC1=CC=C(C=C1)F N-(4-(3-amino-1H-indazol-4-yl)-2-((4-fluorobenzyl)oxy)phenyl)ethanesulfonamide